(S)-1-(1-propenyl-pyrrolidin-3-yl)-4-amino-3-((2,6-difluoro-3,5-dimethoxyphenyl)ethynyl)-N-((1-(fluoromethyl)cyclopropyl)methyl)-1H-pyrazolo[4,3-c]pyridine-7-carboxamide C(=CC)N1C[C@H](CC1)N1N=C(C=2C(=NC=C(C21)C(=O)NCC2(CC2)CF)N)C#CC2=C(C(=CC(=C2F)OC)OC)F